CS(=O)(=O)C=1C=C(CNC2=NC(=NC=C2C(F)(F)F)NC2=CC=C(C=C2)N2CCN(CC2)CC2=CC=C(C=N2)N2C(NC(CC2)=O)=O)C=CC1 1-(6-((4-(4-((4-((3-(methylsulfonyl)benzyl)amino)-5-(trifluoromethyl)pyrimidin-2-yl)amino)phenyl)piperazin-1-yl)methyl)pyridin-3-yl)dihydropyrimidine-2,4(1H,3H)-dione